CC(C(=O)NC(CO)(CO)CO)=C 2-methyl-N-[1,1-bis(hydroxymethyl)-2-hydroxyethyl]acrylamide